tert-butyl (2R,3R)-3-(4-(6-chloro-3-((1-(4-chlorobenzoyl)-4-hydroxypiperidin-4-yl)methyl)-4-oxo-3,4-dihydro-7H-pyrrolo[2,3-d]pyrimidin-7-yl)phenyl)-2-methylmorpholine-4-carboxylate ClC1=CC2=C(N=CN(C2=O)CC2(CCN(CC2)C(C2=CC=C(C=C2)Cl)=O)O)N1C1=CC=C(C=C1)[C@H]1N(CCO[C@@H]1C)C(=O)OC(C)(C)C